ethyl (5-(6-(tert-butylsulfonyl)-5-methoxy-1H-benzo[d]imidazol-1-yl)-2,3-dimethoxyphenyl)carbamate C(C)(C)(C)S(=O)(=O)C=1C(=CC2=C(N(C=N2)C=2C=C(C(=C(C2)NC(OCC)=O)OC)OC)C1)OC